[Si](C)(C)(C(C)(C)C)ONC1=CC=CC=C1 (tert-Butyldimethylsilanyloxy)aniline